C(C)C(COCCCN)CCCC 3-(2-ethylhexyloxy)propyl-amine